(S)-11-amino-3-chloro-6-methyl-6,11-dihydrodibenzo[c,f][1,2]thiazepine 5,5-dioxide N[C@H]1C2=C(N(S(C3=C1C=CC(=C3)Cl)(=O)=O)C)C=CC=C2